CN1N=C2C=CC(=C(C2=C1)C)C1=CC=C(N=N1)NC1C[C@@H]2[C@@H](CN(C2)C([2H])([2H])[C@H]2OCCCC2)C1 (3aR,5s,6aS)-N-(6-(2,4-dimethyl-2H-indazol-5-yl)pyridazin-3-yl)-2-(((S)-tetrahydro-2H-pyran-2-yl)methyl-d2)octa-hydrocyclopenta[c]-pyrrol-5-amine